FC1=C(C(=C(C=C1OC)OC)F)N1C(N(C2=C(C1)C=NC(=C2)C=C)C=2C=NC=CC2)=O 3-(2,6-difluoro-3,5-dimethoxyphenyl)-1-(pyridin-3-yl)-7-vinyl-3,4-dihydropyrido[4,3-d]pyrimidin-2(1H)-one